ClC[C@H]1NCCC[C@H]1C(=O)N (2S,3R)-2-chloromethylpiperidine-3-formamide